N-(1'-(2-(1,1-difluoroethyl)-6-(tetrahydrofuran-3-yl)pyrimidin-4-yl)-1',2'-dihydrospiro[cyclopropan-1,3'-pyrrolo[3,2-c]pyridin]-6'-yl)acetamide trifluoroacetate FC(C(=O)O)(F)F.FC(C)(F)C1=NC(=CC(=N1)N1CC2(C=3C=NC(=CC31)NC(C)=O)CC2)C2COCC2